(trifluoromethyl)imidazo[1,5-a]pyridine-1-carboxylic acid methyl ester COC(=O)C=1N=C(N2C1C=CC=C2)C(F)(F)F